Cl.[C@H]12OC[C@H](NC1)C2 (1r,4r)-2-oxa-5-azabicyclo[2.2.1]heptane hydrochloride